bis-sec-butylamino-bis-pentafluoroethyl-silane C(C)(CC)N[Si](C(C(F)(F)F)(F)F)(C(C(F)(F)F)(F)F)NC(C)CC